2-isopropenyl-N-(1,2,4-thiadiazol-5-yl)benzamide C(=C)(C)C1=C(C(=O)NC2=NC=NS2)C=CC=C1